NCCCC(CCCCC(CCCN)N=[N+]=[N-])N=[N+]=[N-] 1,12-diamino-4,9-diazidododecane